[Cl-].C(=O)(O)C1=CC=C(C=C1)[C@H]1[NH+](CC[C@@H](C1)OCC)CC1=C2C=CNC2=C(C=C1OC)C (2S,4S)-2-(4-carboxyphenyl)-4-ethoxy-1-[(5-methoxy-7-methyl-1H-indol-4-yl)methyl]piperidine-1-ium chloride